tert-butyl ((1R,3S)-3-((2-bromo-5-iodopyrazolo[1,5-a]pyrimidin-7-yl)amino)cyclohexyl)carbamate BrC1=NN2C(N=C(C=C2N[C@@H]2C[C@@H](CCC2)NC(OC(C)(C)C)=O)I)=C1